6-Chloro-1-(3-fluoropropyl)-1H-pyrazolo[3,4-b]pyridine-3-carbonitrile ClC1=CC=C2C(=N1)N(N=C2C#N)CCCF